COC(CNC(=O)C(=O)OCC)=O N-ethoxalyl-glycine methyl ester